N1CC(C1)CCOC=1C=C2C(N(C(C2=CC1)=O)C1C(NC(CC1)=O)=O)=O 5-(2-(azetidin-3-yl)ethoxy)-2-(2,6-dioxopiperidin-3-yl)isoindoline-1,3-dione